N,N-diethyl-6-(tributylstannyl)hept-6-enamide methyl-7-(naphthalen-1-ylmethyl)-6-nitro-5-oxo-8-(3-(trifluoromethyl)phenyl)-2,3-dihydro-5H-oxazolo[3,2-a]pyridine-3-carboxylate COC(=O)C1COC=2N1C(C(=C(C2C2=CC(=CC=C2)C(F)(F)F)CC2=CC=CC1=CC=CC=C21)[N+](=O)[O-])=O.C(C)N(C(CCCCC(=C)[Sn](CCCC)(CCCC)CCCC)=O)CC